Cl.C(C)N[C@@H](CO)C(=O)O ethyl-L-serine hydrochloride